2-(4-(8-((3-chloro-4-(6-glycyl-2,6-diazaspiro[3.3]heptane-2-carbonyl)phenyl)amino)imidazo[1,2-a]pyrazin-3-yl)-3-(trifluoromethyl)-1H-pyrazol-1-yl)acetonitrile ClC=1C=C(C=CC1C(=O)N1CC2(C1)CN(C2)C(CN)=O)NC=2C=1N(C=CN2)C(=CN1)C=1C(=NN(C1)CC#N)C(F)(F)F